4-[[4-(dimethylamino)-phenyl]-azo]-benzoic acid CN(C1=CC=C(C=C1)N=NC1=CC=C(C(=O)O)C=C1)C